N1C=CC2=CC(=CC=C12)OC1=C(C(=O)OC)C=CC(=C1)N1CCN(CC1)CC=1COC(CC1C1=CC=C(C=C1)Cl)(C)C methyl 2-(1H-indol-5-yloxy)-4-(4-((4-(4-chlorophenyl)-6,6-dimethyl-5,6-dihydro-2H-pyran-3-yl)methyl)piperazin-1-yl)benzoate